(E)-2-bromo-4-isopropyl-3,5-dimethoxy-1-styryl-benzene-4-d BrC1=C(C=C(C(C1OC)([2H])C(C)C)OC)\C=C\C1=CC=CC=C1